iodopropynyl-sodium ICC#C[Na]